ethyl 2-(4-{[(3S,3aR,6S,6aR)-6-methoxyhexahydrofuro[3,2-b]furan-3-yl] oxy}-3-(1H-tetrazol-1-yl) phenyl)-4-methylthiazole-5-carboxylate CO[C@H]1CO[C@H]2[C@@H]1OC[C@@H]2OC2=C(C=C(C=C2)C=2SC(=C(N2)C)C(=O)OCC)N2N=NN=C2